1,2,3-pentantricarbonitrile C(C(C(CC)C#N)C#N)C#N